2,4-dichloro-5-formylfluorobenzene ClC1=C(C=C(C(=C1)Cl)C=O)F